2-[3-[5-(3-chlorophenyl)-1,3,4-oxadiazol-2-yl]-6-oxopyridazin-1-yl]-N-ethylacetamide ClC=1C=C(C=CC1)C1=NN=C(O1)C1=NN(C(C=C1)=O)CC(=O)NCC